COC(CO)C(C)C 2-methoxy-3-methyl-1-butanol